Methyl-3-chloro-5-methyl-2-(1-(pyrazolo[1,5-a]pyrimidine-3-carboxamido)ethyl)benzofuran-7-carboxylate COC(=O)C1=CC(=CC=2C(=C(OC21)C(C)NC(=O)C=2C=NN1C2N=CC=C1)Cl)C